ethyl 4-amino-2-chloro-6-[3-(trifluoromethyl)-1-bicyclo[1.1.1]pentanyl]-pyrimidine-5-carboxylate NC1=NC(=NC(=C1C(=O)OCC)C12CC(C1)(C2)C(F)(F)F)Cl